(3-chloro-4-methylphenyl)-N-{4-[2-(2-chlorophenyl)acetylamino]pyridin-2-yl}acetamide ClC=1C=C(C=CC1C)CC(=O)NC1=NC=CC(=C1)NC(CC1=C(C=CC=C1)Cl)=O